2-[1-[2-[[1-[2-oxo-2-(4-tetrahydropyran-4-ylpiperazin-1-yl)ethyl]pyrazol-4-yl]amino]-[1,2,4]triazolo[1,5-a]pyridin-8-yl]-3-[4-(trifluoromethyl)pyrazol-1-yl]azetidin-3-yl]acetonitrile O=C(CN1N=CC(=C1)NC1=NN2C(C(=CC=C2)N2CC(C2)(N2N=CC(=C2)C(F)(F)F)CC#N)=N1)N1CCN(CC1)C1CCOCC1